C(C)(C)C1CCCC12OCC(CO2)(C)C isopropyl-8,8-dimethyl-6,10-dioxaspiro[4.5]decane